FCCOCCOC1=NC=C(C=N1)C=CC1(NC=CC=C1)NC 2-(2-(2-(2-(2-fluoroethoxy)ethoxy)pyrimidin-5-yl)vinyl)-N-methylpyridin-2-amine